NC1=C(C=C(C(=C1)B(O)O)OC)B(O)O 2-amino-5-methoxy-benzene-1,4-diboronic acid